methyl 1-amino-2-(3-hydroxy-1-(2-nitrophenyl) propyl)-4-(4-phenoxyphenyl)-1H-imidazole-5-carboxylate NN1C(=NC(=C1C(=O)OC)C1=CC=C(C=C1)OC1=CC=CC=C1)C(CCO)C1=C(C=CC=C1)[N+](=O)[O-]